FC(CC[C@@H](C(C(=O)NC)=O)NC(=O)[C@H]1N([C@H](CC1)C)C([C@H](C(C)(C)C)NC(OC)=O)=O)(C)F methyl ((S)-1-((2S,5S)-2-(((S)-6,6-difluoro-1-(methylamino)-1,2-dioxoheptan-3-yl)carbamoyl)-5-methylpyrrolidin-1-yl)-3,3-dimethyl-1-oxobutan-2-yl)carbamate